OC[C@@H](/C=C/C1=CC=C(C=C1)C1=CC=C(C=C1)C1CC(C1)NC(CS(=O)(=O)C)=O)N1C(=NC=C1)[C@H](C)O N-((1S,3r)-3-(4'-((S,E)-4-hydroxy-3-(2-((S)-1-hydroxyethyl)-1H-imidazol-1-yl)but-1-en-1-yl)-[1,1'-biphenyl]-4-yl)cyclobutyl)-2-(methylsulfonyl)acetamide